OCCNC(O[C@@H]1CC[C@H](CC1)C(N(C1=NC=CC(=C1)C=1C=NN(C1)C1CC1)C[C@@H]1CC[C@H](CC1)C1=CC(=C(C=C1)OC)C#N)=O)=O trans-4-(((trans-4-(3-Cyano-4-methoxy-phenyl)cyclohexyl)-methyl)(4-(1-cyclopropyl-1H-pyrazol-4-yl)pyridin-2-yl)carbamoyl)cyclohexyl (2-hydroxyethyl)-carbamate